C12(CC3CC(CC(C1)C3)C2)NC(=O)N2CCN(CC2)C2=NC=C(C(=C2)OC)NC=2N=CC3=C(N2)N(C(C=C3C)=O)C3=CC(=CC=C3)NC(=O)C3CC3 N-((3S,5S,7S)-adamantan-1-yl)-4-(5-((8-(3-(cyclopropanecarboxamido)phenyl)-5-methyl-7-oxo-7,8-dihydropyrido[2,3-d]pyrimidin-2-yl)amino)-4-methoxypyridin-2-yl)piperazine-1-carboxamide